C(C)(=O)ON1C(=NC(=C1C1=CC=CC=C1)C1=CC=CC=C1)C1=C(C=CC=C1)Cl 2-(2-Chlorophenyl)-4,5-diphenyl-1H-imidazol-1-yl acetate